ClC=1C=NN(C1C(=O)NC1=NC=C(C=C1C)C#CC1=CC=CC=C1)C1C[C@@H]2[C@@H](CN(C2)C(=O)C2CC2)C1 4-chloro-1-[(3aR,5s,6aS)-2-(cyclopropanecarbonyl)octahydro-cyclopenta[c]pyrrol-5-yl]-N-[3-methyl-5-(phenylethynyl)pyridin-2-yl]-1H-pyrazole-5-carboxamide